cyclopenta[b]furan-3,3a-diol O1C=2C(C(=C1)O)(C=CC2)O